O=C1NC(CCC1N1C(C2=CC=CC(=C2C1)C#CCCC=1C(=NC=C(C1)C=1N=CC2=C(C=CC=C2C1)C1=CC=C(C=2NC(C[C@H](NC21)C)=O)CC)C(=O)N)=O)=O (4-(2-(2,6-Dioxopiperidin-3-yl)-1-oxoisoindolin-4-yl)but-3-yn-1-yl)-5-(8-((R)-9-ethyl-4-methyl-2-oxo-2,3,4,5-tetrahydro-1H-benzo[b][1,4]diazepin-6-yl)isoquinolin-3-yl)picolinamide